ClN[C@@H]1[C@@H](CC2=CC=CC=C12)OCC#CCOC1CC2=CC=CC=C2C1 2-[(4-{[(1S,2R)-1-(chloroamino)-2,3-dihydro-1H-inden-2-yl]oxy}but-2-yn-1-yl)oxy]-2,3-dihydro-1H-inden